C(C#CC)OC1=C(C=CC=C1)NC(CCCC(=O)O)=O 5-((2-(but-2-yn-1-yloxy)phenyl)amino)-5-oxopentanoic acid